NC=1C=C(C(=O)O)C=CC1OC 3-Amino-4-methoxybenzoic acid